3-Methyl-1,3,6-hexanetricarboxylic acid CC(CCC(=O)O)(CCCC(=O)O)C(=O)O